thiapyran S1CC=CC=C1